1-(5-((2-chlorobenzyl)thio)-1,3,4-thiadiazole-2-yl)-3-hydroxy-pyrrole ClC1=C(CSC2=NN=C(S2)N2C=C(C=C2)O)C=CC=C1